2-Heptyl-1,3-dioxetane C(CCCCCC)C1OCO1